methyl 2-[(3aR,6R,6aR)-4-acetoxy-2,2-dimethyl-3a,4,6,6a-tetrahydro-furo[3,4-d][1,3]dioxol-6-yl]acetate C(C)(=O)OC1O[C@@H]([C@H]2OC(O[C@H]21)(C)C)CC(=O)OC